4-((3aR,7aS)-7a-fluoro-1-oxooctahydro-2H-pyrrolo[3,4-c]pyridin-2-yl)benzoic acid methyl ester COC(C1=CC=C(C=C1)N1C[C@H]2CNCC[C@]2(C1=O)F)=O